1-(2-(4-acetylphenyl)-7,7-dimethyl-1,3-dioxo-2,3,5,12b-tetrahydro-1H,7H-chromeno[4,3-c][1,2,4]triazolo[1,2-a]pyridazin-10-yl) 4-(tert-butyl) 2,6-dimethylpiperazine-1,4-dicarboxylate CC1N(C(CN(C1)C(=O)OC(C)(C)C)C)C(=O)OC=1C=CC2=C(C1)OC(C=1C2N2N(CC1)C(N(C2=O)C2=CC=C(C=C2)C(C)=O)=O)(C)C